4-(1-(2-Chloro-4-((((1s,4s)-4-hydroxy-4-methylcyclohexyl)amino)methyl)phenyl)-1H-pyrazol-4-yl)-2-((1-(ethylsulfonyl)piperidin-4-yl)amino)pyrimidine-5-carbonitrile ClC1=C(C=CC(=C1)CNC1CCC(CC1)(C)O)N1N=CC(=C1)C1=NC(=NC=C1C#N)NC1CCN(CC1)S(=O)(=O)CC